C(C)C1=C(C(=NC2=C(C(=CC=C12)C12CC(C1)C2)F)OCC2=CC=C(C=C2)OC)C(=O)OC2(CCCC2)C(Cl)(Cl)Cl 1-(trichloromethyl)cyclopentan-1-ol ethyl-7-(bicyclo[1.1.1]pentan-1-yl)-8-fluoro-2-((4-methoxybenzyl)oxy)quinoline-3-carboxylate